C(C1=CC=CC=C1)OC1=C(C(=O)OCC2=CC=CC=C2)C=CC(=C1)N(C(=O)[C@@H]1N(CC1)S(=O)(=O)C1=C(C(=C(C(=C1F)F)F)F)F)CC1=CC=C(C=C1)C(C)(C)C benzyl (R)-2-(benzyloxy)-4-(N-(4-(tert-butyl)benzyl)-1-((perfluorophenyl)sulfonyl)azetidine-2-carboxamido)benzoate